Cl.CN(CCCCl)C 3-(dimethylamino)propylchloride hydrochloride